(6-chloro-4-(hydroxymethyl)-1H-pyrrolo[2,3-B]pyridin-1-yl)azetidine-1-carboxylic acid tert-butyl ester C(C)(C)(C)OC(=O)N1C(CC1)N1C=CC=2C1=NC(=CC2CO)Cl